N1(CCCCC1)CCNC(=O)C1=CC=C(C=C1)C#CC=1C=C(C=CC1C1=CC=NC=C1)NC(OC1=CC=CC=C1)=O phenyl (3-((4-((2-(piperidin-1-yl)ethyl)carbamoyl)phenyl)ethynyl)-4-(pyridin-4-yl)phenyl)carbamate